N-(2-(3,3-difluoropyrrolidin-1-yl)-4-(2-fluorophenyl)pyridin-3-yl)-5-isopropylpyrazine-2-carboxamide FC1(CN(CC1)C1=NC=CC(=C1NC(=O)C1=NC=C(N=C1)C(C)C)C1=C(C=CC=C1)F)F